C1(CC1)CN1C=C(C2=NN(C(C(=C21)C=2C=NC(=CC2)CO)=O)C2=CC1=CN(N=C1C=C2)C)C#N 5-(cyclopropylmethyl)-4-(6-(hydroxymethyl)pyridin-3-yl)-2-(2-methyl-2H-indazol-5-yl)-3-oxo-3,5-dihydro-2H-pyrrolo[3,2-c]pyridazine-7-carbonitrile